3-((4-Hydroxypiperidin-4-yl)methyl)pyrrolo[2,1-f][1,2,4]triazin-4(3H)-one hydrochloric acid salt Cl.OC1(CCNCC1)CN1C=NN2C(C1=O)=CC=C2